IC([2H])([2H])C1=CC1 (iodomethyl-d2)cyclopropaneN